2-(3-{[(tert-butyldimethylsilyl)oxy]methyl}-1,2,4-triazol-1-yl)-5-{[2-chloro-6-(trifluoromethyl)phenyl]methoxy}pyridine di-sodium nonadecane salt CCCCCCCCCCCCCCCCCCC.[Na].[Na].[Si](C)(C)(C(C)(C)C)OCC1=NN(C=N1)C1=NC=C(C=C1)OCC1=C(C=CC=C1C(F)(F)F)Cl